C(CCC)OC1=C(C=CC=C1)C1=NC(=NC(=N1)C1=C(C=CC=C1)OCCCC)C1=C(C=CC=C1)OCCCC 2,4,6-tri(2-n-butoxyphenyl)-1,3,5-triazine